(R)-2-((1-(2-cyano-7-methyl-3-(4-(5-(trifluoromethyl)pyridin-2-yl)-piperazin-1-yl)quinoxalin-5-yl)ethyl)-amino)benzoic acid C(#N)C1=NC2=CC(=CC(=C2N=C1N1CCN(CC1)C1=NC=C(C=C1)C(F)(F)F)[C@@H](C)NC1=C(C(=O)O)C=CC=C1)C